C(#N)N1[C@H](C[C@H](C1)O)C(=O)N(C1=CC(=C(C=C1)C1CC1)F)C(C(=O)NC1CCCCC1)C=1C=NC=CC1 (2R,4R)-1-cyano-N-(2-(cyclohexylamino)-2-oxo-1-(pyridin-3-yl)ethyl)-N-(4-cyclopropyl-3-fluorophenyl)-4-hydroxypyrrolidine-2-carboxamide